2-hydroxycitric acid Zinc salt [Zn+2].OC(C(=O)[O-])C(O)(C(=O)[O-])CC(=O)[O-].OC(C(=O)[O-])C(O)(C(=O)[O-])CC(=O)[O-].[Zn+2].[Zn+2]